(3R)-3-amino-5-[(4-chlorophenyl)methyl]-7-[5-[1-(3,3-difluorocyclobutyl)ethylamino]-1,3,4-oxadiazol-2-yl]-8-fluoro-1,1-dioxo-2,3-dihydro-1λ6,5-benzothiazepin-4-one N[C@H]1CS(C2=C(N(C1=O)CC1=CC=C(C=C1)Cl)C=C(C(=C2)F)C=2OC(=NN2)NC(C)C2CC(C2)(F)F)(=O)=O